COC=1C=C(NCCN2C=COC3=C2C=CC=C3)C=CC1 N-(2-(3-methoxyanilino)ethyl)-1,4-benzoxazine